rac-tert-butyl ((1R,5S)-3,3-difluoro-5-((2-nitro-5-(1-((2-(trimethylsilyl)ethoxy)methyl)-1H-1,2,4-triazol-3-yl)phenyl)amino)cyclohexyl)carbamate FC1(C[C@@H](C[C@@H](C1)NC1=C(C=CC(=C1)C1=NN(C=N1)COCC[Si](C)(C)C)[N+](=O)[O-])NC(OC(C)(C)C)=O)F |r|